FC(OC1=C(C=C(C=C1)SC)C1=C(C=NN1COCC[Si](C)(C)C)N)F 5-(2-(difluoromethoxy)-5-(methylthio)phenyl)-1-((2-(trimethylsilyl)ethoxy)methyl)-1H-pyrazol-4-amine